CC(C(=O)OOC(CC)=O)CC propanoyl 2-methylbutyryl peroxide